tert-Butyl (S)-4-(5-(5-aminopyridin-2-yl)-7-(4-chloropyridin-2-yl)-5H-pyrrolo[3,2-d]pyrimidin-4-yl)-3-methylpiperazine-1-carboxylate NC=1C=CC(=NC1)N1C=C(C=2N=CN=C(C21)N2[C@H](CN(CC2)C(=O)OC(C)(C)C)C)C2=NC=CC(=C2)Cl